CC=1C(=C(C(C1)(C)[Sm+2])C)C (tetramethylcyclopentadienyl)samarium (III)